OC\C=C(\CCC=C(C)C)/C (E)-nerol